(1S,2R)-2-Cyanocyclopentyl-(8-chloro-7-fluoro-6-(8-methyl-2,3-dihydro-1H-pyrido[2,3-b][1,4]oxazin-7-yl)isochinolin-3-yl)carbamat C(#N)[C@H]1[C@H](CCC1)N(C([O-])=O)C=1N=CC2=C(C(=C(C=C2C1)C1=C(C2=C(OCCN2)N=C1)C)F)Cl